BrC=1C=C(C(=C(C1)OCC1=CC=CC=C1)OCC1=CC=CC=C1)OCC1=CC=CC=C1 (((5-bromobenzene-1,2,3-triyl)tris(oxy))tris(methylene))tribenzene